C1N(CC=2C=NC=CC21)C(=O)NCC2CC21CCN(CC1)C(=O)OC(CNC(C)=O)(C)C (2-acetamido-1,1-dimethyl-ethyl) 2-[(1,3-dihydropyrrolo[3,4-c]pyridine-2-carbonylamino)methyl]-6-azaspiro[2.5]octane-6-carboxylate